Zinc-aluminum magnesium [Mg].[Al].[Zn]